C12CN(CC2C1)CC1=CC(=NC(=C1)C1CC1)C(=O)NC1=CC(=CC=C1)C1(COC1)CC1=NN=CN1C 4-{3-azabicyclo[3.1.0]hexan-3-ylmethyl}-6-cyclopropyl-N-(3-{3-[(4-methyl-1,2,4-triazol-3-yl)methyl]oxetan-3-yl}phenyl)pyridine-2-carboxamide